ClC1=C2N=C(C=NC2=CC=C1OC=1C=C(C(=C(N)C1)[N+](=O)[O-])F)C=1C=NN(C1)CC1CC(C1)(F)F 5-[5-chloro-3-[1-[(3,3-difluorocyclobutyl)methyl]pyrazol-4-yl]quinoxalin-6-yl]oxy-3-fluoro-2-nitro-aniline